C(N)(=O)C1=NN(C=C1NC(=O)C=1N=C(OC1)C1=CC=NC=C1)C1=CC=C(C(=O)OC(=O)OC(C)C)C=C1 isopropoxycarbonyl 4-[3-carbamoyl-4-[[2-(4-pyridyl)oxazole-4-carbonyl]amino] pyrazol-1-yl]benzoate